C(C)(=O)C1=CN=C(C=2N1N=C(C2C2=CC(=C(C(=O)O)C=C2)OC)C2=C(C=C(C=C2)NC(C(=C)F)=O)C)N 4-(7-acetyl-4-amino-2-(4-(2-fluoroacrylamido)-2-methylphenyl)pyrazolo[1,5-a]pyrazin-3-yl)-2-methoxybenzoic acid